β-hydroxy-beta-methylglutaryl-CoA OC(CC(=O)SCCNC(CCNC([C@@H](C(COP(OP(OC[C@@H]1[C@H]([C@H]([C@@H](O1)N1C=NC=2C(N)=NC=NC12)O)OP(=O)(O)O)(=O)O)(=O)O)(C)C)O)=O)=O)(CC(=O)O)C